N1(C=CC=C1)C1=CC=C(CN2CCCCC2)C=C1 1-(4-(1H-pyrrol-1-yl)benzyl)piperidin